5-(3,4-difluorobenzyl)-4H-1,2,4-triazole-3-carboxamide FC=1C=C(CC=2NC(=NN2)C(=O)N)C=CC1F